CC1=NC(=CC(=C1NC(CC1=CC(=C(C=C1)C)C)=O)C)N1CCOCC1 N-(2,4-Dimethyl-6-morpholin-4-yl-pyridin-3-yl)-2-(3,4-dimethyl-phenyl)-acetamide